5-(2-(Dimethylamino)ethoxy)-2-methyl-N-(1-(p-tolyl)cyclopropyl)benzamide CN(CCOC=1C=CC(=C(C(=O)NC2(CC2)C2=CC=C(C=C2)C)C1)C)C